C(C)C=1C(=C(C(=C(C(=O)[O-])C#N)C2=CC=CC=C2)C=CC1)CCCCCC ethylhexyl-alpha-cyano-beta-phenylcinnamate